N-[1-(2,3-dimethoxypropyl)piperidin-4-yl]-2-{3-[(4-methanesulfonyl-2-methoxyphenyl)amino]prop-1-yn-1-yl}-1-(2,2,2-trifluoroethyl)-1H-indol-4-amine COC(CN1CCC(CC1)NC=1C=2C=C(N(C2C=CC1)CC(F)(F)F)C#CCNC1=C(C=C(C=C1)S(=O)(=O)C)OC)COC